C(C)N1C(=NC2=C(C1=O)C=CC(=N2)C(F)(F)F)C(CCC)N2CCN(CCC2)C 3-ethyl-2-(1-(4-methyl-1,4-diazepan-1-yl)butyl)-7-(trifluoromethyl)pyrido[2,3-d]pyrimidin-4(3H)-one